4-((7-(4,4,5,5-tetramethyl-1,3,2-dioxaborolan-2-yl)quinolin-4-yl)oxy)aniline CC1(OB(OC1(C)C)C1=CC=C2C(=CC=NC2=C1)OC1=CC=C(N)C=C1)C